C(C)O[Si]1(CCCC1)OCC 1,1-Diethoxy-1-silacyclopentane